C12N(CC(NC1)CC2)C2=NC(=NC=1C(N(N=CC12)C1=C(C(=CC(=C1)O)Cl)C(F)(F)F)=O)OC[C@H]1N(CCC1)C 4-(2,5-Diazabicyclo[2.2.2]octan-2-yl)-7-(3-chloro-5-hydroxy-2-(trifluoromethyl)phenyl)-2-(((S)-1-methylpyrrolidin-2-yl)methoxy)pyrimido[4,5-d]pyridazin-8(7H)-one